N-(3-((R)-N-((R)-2-((tert-butyldimethylsilyl)oxy)propanoyl)-S-methylsulfonimidoyl)phenyl)-2-(4,4-difluoroazepan-1-yl)-4-methyl-5-(1-methyl-1H-pyrazol-4-yl)nicotinamide [Si](C)(C)(C(C)(C)C)O[C@@H](C(=O)N=[S@@](=O)(C)C=1C=C(C=CC1)NC(C1=C(N=CC(=C1C)C=1C=NN(C1)C)N1CCC(CCC1)(F)F)=O)C